3-((1r,4r)-4-(4-chlorophenyl)cyclohexyl)-1,4-dioxo-1,4-dihydronaphthalen-2-yl (4Z,7Z,10Z,13Z,16Z,19Z)-docosa-4,7,10,13,16,19-hexaenoate C(CC\C=C/C\C=C/C\C=C/C\C=C/C\C=C/C\C=C/CC)(=O)OC=1C(C2=CC=CC=C2C(C1C1CCC(CC1)C1=CC=C(C=C1)Cl)=O)=O